Cl.FC(C1=CC=C(C=C1)C1CNCC1)(F)F 3-(4-(trifluoromethyl)phenyl)pyrrolidine hydrochloride